BrC1=CC(=C(C(=O)NCCN)C=C1)NC(=O)NC1=CC(=CC(=C1)Br)Br 4-bromo-2-[3-(3,5-dibromophenyl)ureido]-N-(2-amino-ethyl)benzamide